N-((2-methylbenzo[d]thiazol-5-yl)methyl)tetrahydro-2H-pyran-4-amine CC=1SC2=C(N1)C=C(C=C2)CNC2CCOCC2